(1R,3S,4S)-N-(5-chloro-2,4-difluorophenyl)-2-azabicyclo[2.2.1]heptane-3-carboxamide ClC=1C(=CC(=C(C1)NC(=O)[C@H]1N[C@@H]2CC[C@H]1C2)F)F